thiazolo[4,5-c]pyridine-7-carboxamide S1C=NC=2C=NC=C(C21)C(=O)N